(E)-3-(tert-butyldimethylsilyloxy)propen-1-yl-boronic acid pinacol ester [Si](C)(C)(C(C)(C)C)OC/C=C/B1OC(C)(C)C(C)(C)O1